CC(C(=O)N1C[C@H](CCC1)C(=O)O)CC1=CC=C2C(=CC(OC2=C1)=O)C1=C(C=CC=C1)C (3S)-1-(2-methyl-3-(2-oxo-4-(o-tolyl)-2H-chromen-7-yl)propanoyl)piperidine-3-carboxylic acid